Cl.COC=1N=C2C(=C3C(=NC2=CC1OC)CCC3)N[C@H]3CN(CCC3)C (3R)-N-[2,3-dimethoxy-6H,7H,8H-cyclopenta[b]1,5-naphthyridin-9-yl]-1-methylpiperidin-3-amine-HCl